1-chloro-6-(2,2-difluoroethoxy)-1,2,4,5-tetrazine ClN1NC=NN=C1OCC(F)F